C1(CC1)N(C1=CC=2N(C=C1)C(N(N2)C)=O)C2=NC=C(C=C2)C(=O)N2CCCC2 7-(cyclopropyl(5-(pyrrolidine-1-carbonyl)pyridin-2-yl)amino)-2-methyl-[1,2,4]triazolo[4,3-a]pyridin-3(2H)-one